2-[(hydroxymethyl)amino]2-methyl-1-propanol OCNC(CO)(C)C